2-hydroxy-2-(3'-(trifluoromethoxy)-[1,1'-biphenyl]-3-yl)acetic acid OC(C(=O)O)C=1C=C(C=CC1)C1=CC(=CC=C1)OC(F)(F)F